C(CCC)(=O)OCOC(CCC)=O Methylene Dibutyrate